ClC=1C(=C(C(=CC1N1CC(CC1)(OC)C1(CC1)N(C)C)F)S(=O)(=O)NC1=NC(=CC=C1)F)F 3-chloro-4-(3-(1-(dimethylamino)cyclopropyl)-3-methoxypyrrolidin-1-yl)-2,6-difluoro-N-(6-fluoropyridin-2-yl)benzenesulfonamide